BrC=1C=CC=C2C(=C(NC12)C1=CC=CC=C1)CCC(=O)N[C@@H]1C(NC[C@H]1O)=O 3-(7-bromo-2-phenyl-1H-indol-3-yl)-N-[(3S,4R)-4-hydroxy-2-oxo-pyrrolidin-3-yl]propanamide